1-(fluoromethyl)cyclohex-3-ene-1-carboxylic acid FCC1(CC=CCC1)C(=O)O